N,N-bis(4-(octyloxy)phenyl)aniline C(CCCCCCC)OC1=CC=C(C=C1)N(C1=CC=CC=C1)C1=CC=C(C=C1)OCCCCCCCC